2-hydroxy-5-chloro-3-chloromethyl-benzonitrile OC1=C(C#N)C=C(C=C1CCl)Cl